N12CC(C(CC1)CC2)OC(C2=CC(=CC(=C2)NC(CN2N=C(C(=C2)C2=CC=NC1=CC=CC=C21)C2=NC(=CC=C2)C)=O)F)=O 3-fluoro-5-(2-(3-(6-methylpyridin-2-yl)-4-(quinolin-4-yl)-1H-pyrazol-1-yl)acetamido)benzoic acid quinuclidin-3-yl ester